C12(CC3CC(CC(C1)C3)C2)NC(COC=2C=C(C(=O)NC=3SC=C(N3)C3=NC=CC=C3)C=C(C2)C(=O)N2CCN(CC2)C)=O 3-(2-(adamantan-1-ylamino)-2-oxoethoxy)-5-(4-methylpiperazine-1-carbonyl)-N-(4-(pyridin-2-yl)thiazol-2-yl)benzamide